C(#C)C=1C(=C(C=CC1)C1=CC2=CC=CC=C2C=C1)I 2-(3-ethynyl-2-iodophenyl)naphthalene